(R)-7-methyl-3-nitro-7,8-dihydro-1,6-naphthyridine-6(5H)-carboxylic acid tert-butyl ester C(C)(C)(C)OC(=O)N1CC=2C=C(C=NC2C[C@H]1C)[N+](=O)[O-]